sulfonyl-benzofuran-2-carboxamide S(=O)(=O)=NC(=O)C=1OC2=C(C1)C=CC=C2